CNC=1C=NC2=CC=C(C=C2N1)C=1C=C(C=CC1)NC(C=C)=O N-{3-[3-(methylamino)quinoxalin-6-yl]phenyl}prop-2-enamide